4-(2,6-difluoro-4-nitrophenoxy)-6-methoxyquinolin FC1=C(OC2=CC=NC3=CC=C(C=C23)OC)C(=CC(=C1)[N+](=O)[O-])F